S1C(=NC2=C1C=CC=C2)NC(=O)C=2C=CC=C1CCN(CC21)C2=CC=C(C(=N2)C(=O)O)C2=C(N(C(=C2)C#N)CC2(CCCCC2)N2CCOCC2)C 6-[8-(1,3-benzothiazol-2-ylcarbamoyl)-3,4-dihydroisoquinolin-2(1H)-yl]-3-(5-cyano-2-methyl-1-{[1-(morpholin-4-yl)cyclohexyl]methyl}-1H-pyrrol-3-yl)pyridine-2-carboxylic acid